3-fluoro-5-((2-methyl-1,1-dioxido-3-oxo-7-(difluoromethyl)-2,3-dihydrobenzo[d]isothiazol-6-yl)oxy)benzonitrile FC=1C=C(C#N)C=C(C1)OC1=C(C2=C(C(N(S2(=O)=O)C)=O)C=C1)C(F)F